Cl.NC(C(=O)O)CNC(=O)OCCCCCCCCCCCCCCCC 2-amino-3-(((hexadecyloxy)carbonyl)amino)propanoic acid HCl salt